2-((5-(1-(((1r,4r)-4-(((tert-butyldimethylsilyl)oxy)methyl)cyclohexyl)methyl)piperidin-4-yl)pyridin-2-yl)amino)-8-cyclopentyl-6-(difluoromethyl)pyrido[2,3-d]pyrimidin-7(8H)-one [Si](C)(C)(C(C)(C)C)OCC1CCC(CC1)CN1CCC(CC1)C=1C=CC(=NC1)NC=1N=CC2=C(N1)N(C(C(=C2)C(F)F)=O)C2CCCC2